O=C1NC(CCC1N1C(C2=CC=CC(=C2C1=O)NC1CC(C1)OCCCN(C(OCC1=CC=CC=C1)=O)C)=O)=O 1-Benzyl N-[3-[3-[[2-(2,6-dioxo-3-piperidyl)-1,3-dioxo-isoindolin-4-yl]amino]cyclobutoxy] propyl]-N-methyl-carbamate